6-bromo-2-((R)-1-((R)-4,6-dimethyl-1,4-diazepan-1-yl)butyl)-3-ethylpyrido[2,3-d]pyrimidin-4(3H)-one BrC1=CC2=C(N=C(N(C2=O)CC)[C@@H](CCC)N2CCN(C[C@H](C2)C)C)N=C1